Natrium phenolat-Trihydrat O.O.O.C1(=CC=CC=C1)[O-].[Na+]